2-[2-methyl-4-(trifluoromethyl)phenyl]-5-(1H-pyrrolo[2,3-b]pyridin-4-yl)-1-{[2-(trimethylsilyl)ethoxy]methyl}-1H-pyrrole-3-carboxamide CC1=C(C=CC(=C1)C(F)(F)F)C=1N(C(=CC1C(=O)N)C1=C2C(=NC=C1)NC=C2)COCC[Si](C)(C)C